C[SiH](C)CN1CNCC1 N-(dimethylsilylmethyl)imidazolidine